CC=1N=C(C2=C(N(C3=C(C=CC=C23)C)CC(=O)N2[C@@H]3C[C@@H]3C[C@H]2C(NC2=NC(=CC=C2)Br)=O)N1)N methyl-4-amino-9-(2-((1R,3S,5R)-3-((6-bromopyridin-2-yl)carbamoyl)-2-azabicyclo[3.1.0]hexan-2-yl)-2-oxoethyl)-8-methyl-9H-pyrimido[4,5-b]indole